C(#N)C=1C=CC(=NC1)N[C@@H]1CC[C@H](CC1)N(C(OC)=O)C1=CC=C(C=C1)C=1C=NN(C1)C methyl (trans-4-((5-cyanopyridin-2-yl)amino)cyclohexyl)(4-(1-methyl-1H-pyrazol-4-yl)phenyl)carbamate